1,2,4-benzenetriol acetate C(C)(=O)O.C=1(C(=CC(=CC1)O)O)O